C(#N)C1=CC(=C(OCC2=CC=CC(=N2)OC2CCN(CC2)CC2=NC3=C(N2C[C@H]2OCC2)C=C(C=C3)C(=O)[O-])C=C1)F (S)-2-((4-((6-((4-cyano-2-fluorophenoxy)methyl)pyridin-2-yl)oxy)piperidin-1-yl)methyl)-1-(oxetan-2-ylmethyl)-1H-benzo[d]imidazole-6-carboxylate